C(N)(OCC1=C(C=CC(=C1)F)COC1=C(C(N(C(=C1)C)C1=C(C=CC=C1F)F)=O)Cl)=O 2-((3-chloro-1-(2,6-difluorophenyl)-1,2-dihydro-6-methyl-2-oxopyridin-4-yloxy) methyl)-5-fluorobenzyl carbamate